BrCC(CSC1=CC=CC=C1)O 1-bromo-3-(phenylsulfanyl)propan-2-ol